4-fluoro-N-(1-(5-(pyrimidin-4-yl)-5,6,7,8-tetrahydro-1,5-naphthyridin-2-yl)cyclopropyl)benzamide FC1=CC=C(C(=O)NC2(CC2)C2=NC=3CCCN(C3C=C2)C2=NC=NC=C2)C=C1